ClC=1C=C(C=CC1C(NC1CCN(CC1)C(=O)[C@H]1NC[C@@H](C1)O)=O)NC(=O)C=1N(C(=CN1)C1=C(C(=C(C=C1)OC)F)F)C N-[3-chloro-4-[[1-[(2S,4R)-4-hydroxypyrrolidine-2-carbonyl]-4-piperidyl]carbamoyl]phenyl]-5-(2,3-difluoro-4-methoxy-phenyl)-1-methyl-imidazole-2-carboxamide